O[C@H]1C=C2CC[C@H]3[C@@H]4CC[C@H](C(C)=O)[C@]4(CC[C@@H]3[C@]2(CC1)C)C 3α-hydroxy-4-pregnen-20-one